N-(4-fluoro-5-(((3R,5'S)-5'-methyl-1H-spiro[furo[3,4-c]pyridine-3,3'-pyrrolidin]-1'-yl)methyl)thiazol-2-yl)acetamide FC=1N=C(SC1CN1C[C@]2(C[C@@H]1C)OCC1=C2C=NC=C1)NC(C)=O